CC1(CCC2N(N(C3=CC=CC=C3C2)C2=CC=CC=C2)C1=O)C 8,8-dimethyl-5-phenyl-5,8,9,10,10a,11-hexahydro-7H-pyrido[1,2-b]cinnolin-7-one